C(C)(C)(C)OC(=O)NC=1SC2=C(C1C#N)C(=CCC2)C=2C(=C1C(=C(N=C(C1=CN2)N2CC1CCC(C2)N1C(=O)OC(C)(C)C)C)C)F tert-butyl 3-[6-[2-(tert-butoxycarbonylamino)-3-cyano-6,7-dihydrobenzothiophen-4-yl]-5-fluoro-3,4-dimethyl-2,7-naphthyridin-1-yl]-3,8-diazabicyclo[3.2.1]octane-8-carboxylate